CC(=CCCC(C)=O)CCC[C@@H](CCCC(C)C)C (R)-6,10,14-trimethylpentadeca-5-en-2-one